C(C)(C)(C)C=CC1=CC=CC=C1 tertiary-butyl-styrene